2-Methylbutyraldehyd CC(C=O)CC